C(C1=CC=CC=C1)N1C[C@](CCC1)(O)C([2H])([2H])[2H] (S)-1-benzyl-3-(methyl-d3)piperidin-3-ol